3-((1r,4r)-4-(4-chlorophenyl) cyclohexyl)-1,4-dioxo-1,4-dihydronaphthalen-2-yl (4Z,7Z,10Z,13Z,16Z,19Z)-docosan-4,7,10,13,16,19-hexaenoate C(CC\C=C/C\C=C/C\C=C/C\C=C/C\C=C/C\C=C/CC)(=O)OC=1C(C2=CC=CC=C2C(C1C1CCC(CC1)C1=CC=C(C=C1)Cl)=O)=O